biphenyl disodium salt [Na].[Na].C1(=CC=CC=C1)C1=CC=CC=C1